ClC=1C(=NC(=NC1)N1C[C@@H](C([C@@H](C1)C)F)C)NC1=CC=2C3=C(C(N(C2C=C1)C)=O)OCC[C@@H](N3)C3CC3 (R)-10-((5-chloro-2-((3S,4R,5R)-4-fluoro-3,5-dimethylpiperidin-1-yl)pyrimidin-4-yl)amino)-2-cyclopropyl-7-methyl-1,2,3,4-tetrahydro-[1,4]oxazepino[2,3-c]quinolin-6(7H)-one